tri(4-hydroxyphenyl)-phenyl-methane OC1=CC=C(C=C1)C(C1=CC=CC=C1)(C1=CC=C(C=C1)O)C1=CC=C(C=C1)O